[Pd](Cl)Cl.C(C)#N.C(C)#N Bis-acetonitrile palladium chloride